3-fluoro-4-[[5-[2-fluoro-4-(trideuteriomethyl)anilino]-4-methyl-3-pyridyl]methyl]pyridin-2-amine FC=1C(=NC=CC1CC=1C=NC=C(C1C)NC1=C(C=C(C=C1)C([2H])([2H])[2H])F)N